3-((4,4-difluorocyclohexyl)(ethyl)amino)-2-methyl-5-(trans-3-(piperidin-1-yl)cyclobutoxy)benzamide FC1(CCC(CC1)N(C=1C(=C(C(=O)N)C=C(C1)O[C@@H]1C[C@H](C1)N1CCCCC1)C)CC)F